N-(5-(2-chloroacetamido)-2-methylpyridin-3-yl)-6-(1-methyl-1H-pyrazol-4-yl)benzo[d]isoxazole-3-carboxamide ClCC(=O)NC=1C=C(C(=NC1)C)NC(=O)C1=NOC2=C1C=CC(=C2)C=2C=NN(C2)C